rac-N-[(5R,6S)-5-[(2',3'-difluoro-5'-methyl[1,1'-biphenyl]-3-yl)methyl]-4-oxo-3-(propan-2-yl)-3,4,5,6,7,8-hexahydroquinazolin-6-yl]methanesulfonamide FC1=C(C=C(C=C1F)C)C1=CC(=CC=C1)C[C@@H]1C=2C(N(C=NC2CC[C@@H]1NS(=O)(=O)C)C(C)C)=O |r|